[Si](C)(C)(C(C)(C)C)OCC1=CC2=NC(=CC(=C2S1)C=1C=C(C=C2CCCN(C12)[C@@H]1CN(CC1)C(=O)OC(C)(C)C)Cl)C (S)-tert-butyl 3-(8-(2-(((tert-butyldimethylsilyl)oxy)methyl)-5-methylthieno[3,2-b]pyridin-7-yl)-6-chloro-3,4-dihydroquinolin-1(2H)-yl)pyrrolidine-1-carboxylate